CN(C/C=C/C(=O)NC1=CC(=CC=C1)C=1C=CC=C2C=NC(=NC12)NC1=CC=C(C=C1)N1CCOCC1)C (E)-4-(dimethylamino)-N-(3-(2-((4-morpholinylphenyl)amino)quinazolin-8-yl)phenyl)but-2-enamide